8-(6-amino-5-((2-amino-3-chloropyridin-4-yl)thio)pyrazin-2-yl)-2-cyclopropyl-8-azaspiro[4.5]dec-2-ene-1-amine NC1=C(N=CC(=N1)N1CCC2(CC=C(C2N)C2CC2)CC1)SC1=C(C(=NC=C1)N)Cl